ClC=1C(=NC(=NC1)N[C@H]1[C@@H](COCC1)O)C=1C=NN2N=C(C=CC21)C2CCN(CC2)C (3S,4R)-4-((5-chloro-4-(6-(1-methylpiperidin-4-yl)pyrazolo[1,5-b]pyridazin-3-yl)pyrimidin-2-yl)amino)tetrahydro-2H-pyran-3-ol